FC1=C(C(=O)N2C=CS(C=C2)(=O)=O)C=CC(=C1)N 4-(2-fluoro-4-aminobenzoyl)-1,1-dioxo-1,4-thiazine